(S)-4'-(1-aminoethyl)-N,N-dimethyl-[1,1'-biphenyl]-4-amine N[C@@H](C)C1=CC=C(C=C1)C1=CC=C(C=C1)N(C)C